6-amino-N-(3-methoxy-4-methyl-phenyl)bicyclo[3.1.0]hexane-3-carboxamide NC1C2CC(CC12)C(=O)NC1=CC(=C(C=C1)C)OC